ClC=1C(=C(C=CC1)C1(CN(C(C2=CC=C(C(=C12)F)NC1CNC1)=O)C1=NN(C=C1F)C)C)F 3-{[4-(3-chloro-2-fluorophenyl)-5-fluoro-2-(4-fluoro-1-methyl-1H-pyrazol-3-yl)-4-methyl-1-oxo-1,2,3,4-tetrahydroisoquinolin-6-yl]amino}azetidin